C(#N)C=1C=NC2=CC=C(C=C2N1)C(=O)C=1C(=C(C=CC1)NC(=O)NC1=CC(=CC=C1)F)F 1-(3-(3-cyanoquinoxaline-6-carbonyl)-2-fluorophenyl)-3-(3-fluorophenyl)urea